10-bromo-4,6,8-trimethylundecylethyloxymethyl ether BrC(CC(CC(CC(CCCC(OCC)OC(CCCC(CC(CC(CC(C)Br)C)C)C)OCC)C)C)C)C